COC(C1=C(C=C(C=C1)NC)C#CCNC(=O)OC(C)(C)C)=O 2-(3-((tert-Butoxycarbonyl)amino)prop-1-yn-1-yl)-4-(methylamino)benzoic acid methyl ester